C(C)C=1C(=C(N=NC1CC)OC=1C=NC=CC1)C(=N)NO 5,6-Diethyl-N-hydroxy-3-(pyridin-3-yloxy)pyridazine-4-carboxamidine